6,7-Difluoro-1-benzofuran-3-yl trifluoromethanesulfonate FC(S(=O)(=O)OC1=COC2=C1C=CC(=C2F)F)(F)F